CN(S(=O)(=O)C=1C=NC=CC1)[C@@H](C(F)(F)F)C1=CC=C(C=C1)C(F)(F)F (R)-N-methyl-N-(2,2,2-trifluoro-1-(4-(trifluoromethyl)phenyl)ethyl)pyridine-3-sulfonamide